4-(cyclohexylamino)-N-(2-methoxyethyl)-3-nitrobenzenesulfonamide C1(CCCCC1)NC1=C(C=C(C=C1)S(=O)(=O)NCCOC)[N+](=O)[O-]